N1(CCNCC1)CCCCCCNC(CC)=O N-[6-(piperazin-1-yl)hexyl]propanamide